FC1=NC=CC=C1C(=O)N1C2=C(NC3=C(C1)C=NN3C)C=CC=C2 (2-fluoropyridin-3-yl)(1-methyl-4,10-dihydrobenzo[b]pyrazolo[3,4-e][1,4]diazepin-5(1H)-yl)methanone